5-bromo-2,3-difluoro-4-methylaniline BrC=1C(=C(C(=C(N)C1)F)F)C